BrC=1C=C(C=CC1)C1=NN2C(=NC=3C=CC=CC3C2=N1)N[C@@H](C(=O)N)CC (2R)-2-{[2-(3-bromophenyl)[1,2,4]triazolo[1,5-c]quinazolin-5-yl]amino}butanamide